4-amino-5-bromo-3,4-dihydroquinoline-1(2H)-carboxylic acid tert-butyl ester C(C)(C)(C)OC(=O)N1CCC(C2=C(C=CC=C12)Br)N